[N+](=O)([O-])C1=CC=C(C=CC(=O)O)C=C1 p-Nitro-cinnamic acid